amino-2-chloro-5-methylnicotinonitrile NC1=NC(=C(C#N)C=C1C)Cl